Br.I hydroiodic acid hydrobromide